1-ethyl-3-butylsulphonyl-imidazole C(C)N1CN(C=C1)S(=O)(=O)CCCC